6-((6-methoxypyridin-3-yl)methyl)-3-(5-(tributylstannyl)pyrazin-2-yl)-3,6-diazabicyclo[3.1.1]heptane COC1=CC=C(C=N1)CN1C2CN(CC1C2)C2=NC=C(N=C2)[Sn](CCCC)(CCCC)CCCC